(1-phenoxymethyl)ethylene O(C1=CC=CC=C1)CC=C